7-((2S,5R)-4-acryloyl-2,5-dimethylpiperazin-1-yl)-10-(5-fluoro-3-oxoisoindolin-4-yl)-2,3-dihydro-5H-[1,4]oxazino[2,3,4-ij]quinazolin-5-one C(C=C)(=O)N1C[C@@H](N(C[C@H]1C)C1=NC(N2C3=C(C(=CC=C13)C1=C3C(NCC3=CC=C1F)=O)OCC2)=O)C